1-((3R,5R,8S,9S,10R,13S,14S,17S)-10-Fluoro-3-hydroxy-3,13-dimethylhexadecahydro-1H-cyclopenta[a]phenanthren-17-yl)-2-(pyrimidin-5-yloxy)ethan-1-one F[C@]12[C@H]3CC[C@@]4([C@H](CC[C@H]4[C@@H]3CC[C@@H]2C[C@](CC1)(C)O)C(COC=1C=NC=NC1)=O)C